Cl.Cl.Cl.C1(CCCCC1)CNCC=1C=CC=2N(C1)C=C(N2)CN (6-{[(cyclohexylmethyl)amino]methyl}imidazo[1,2-a]pyridin-2-yl)methanamine trihydrochloride